(methyl(3,3,3-trifluoropropyl)amino)-4-(((5-(5-(trifluoromethyl)-1,2,4-oxadiazol-3-yl)pyridin-2-yl)methyl)amino)cyclobut-3-ene-1,2-dione CN(CCC(F)(F)F)C=1C(C(C1NCC1=NC=C(C=C1)C1=NOC(=N1)C(F)(F)F)=O)=O